NC1=C(C2=C(C=3N(C=C2)N=CN3)N1C1=C(C(=CC=C1C)OC)C)C(=O)N 8-amino-9-(3-methoxy-2,6-dimethylphenyl)-9H-pyrrolo[2,3-c][1,2,4]triazolo[1,5-a]pyridine-7-carboxamide